C1(CC1)C(=O)N1[C@@H](CN(CC1)C1=NC(=NC=C1C#N)C=1C=NN(C1)C)CC(C)C 4-[(3R)-4-(cyclopropylcarbonyl)-3-(2-methylpropyl)piperazin-1-yl]-2-(1-methyl-1H-pyrazol-4-yl)pyrimidine-5-carbonitrile